BrC1=C(C=C(C=C1)NC1=NN(C(=C1)C)C1OCCCC1)S(=O)(=O)C1CC1 N-(4-bromo-3-(cyclopropylsulfonyl)phenyl)-5-methyl-1-(tetrahydro-2H-pyran-2-yl)-1H-pyrazol-3-amine